[Fe].[Al].[Cr].[Ni] nickel-chromium-aluminum-iron